tertiary butyl-phosphorus dichloride C(C)(C)(C)P(Cl)Cl